C(C1=CC=CC=C1)OC=1C=C(C(=O)OCC)C=C(C1OCC1=CC=CC=C1)OCC1=CC=CC=C1 ethyl 3,4,5-tribenzyloxybenzoate